C(C)N(CCC1=CNC2=CC=CC(=C12)OC(CCCCC(=O)O)=O)CC 6-((3-(2-(diethylamino)ethyl)-1H-indol-4-yl)oxy)-6-oxohexanoic acid